NC1=CC=C(OC2(CC=CC=C2)C2=CC=C(C=C2)OC2=CC=C(C=C2)N)C=C1 1,4'-bis(4-aminophenoxy)biphenyl